COC=1C=C2C(=CNC2=CC1)C(C(=O)NC1C(N(CC1)CC1=CC=C(C=C1)C)=O)=O 2-(5-methoxy-1H-indol-3-yl)-N-(1-(4-methylbenzyl)-2-oxopyrrolidin-3-yl)-2-oxoacetamide